C(C)(C)(C)OC(=O)N(CC1CCC1)CC=1C=CC=2N(C1)C=C(N2)CC(=O)OCC Ethyl 2-(6-(((tert-butoxycarbonyl)(cyclobutylmethyl)amino)methyl)imidazo[1,2-a]pyridin-2-yl)acetate